N[C@H](C(F)(F)C1=C(C2=NC(=CC(=C2O1)NCC=1SC=CC1)Cl)Br)C 2-[(2S)-2-amino-1,1-difluoropropyl]-3-bromo-5-chloro-N-(thiophen-2-ylmethyl)furo[3,2-b]pyridin-7-amine